C(C)(C)(C)S(=O)NC1(CN(C1)C(=O)OC(C)(C)C)C=C tert-butyl 3-(tert-butylsulfinylamino)-3-vinyl-azetidine-1-carboxylate